FC(OC=1C=C(C=CC1)B(O)O)(F)F 3-(trifluoromethoxy)phenyl-boronic acid